selenium tellurium selenium [Se].[Te].[Se]